N[C@@H](CC(=O)OCC)C1=CC(=CC=C1)OC1=CC=CC=C1 ethyl (S)-3-amino-3-(3-phenoxyphenyl)propanoate